3,5-di-tertiary butyl-phenol C(C)(C)(C)C=1C=C(C=C(C1)C(C)(C)C)O